C(C)(C)(C)C=1C=C(C=CC1)C1CC2(C1)CCN(CC2)C(=O)C2CC1(C2)NCCC1 (2r,4s)-2-(2-(3-(tert-Butyl)phenyl)-7-azaspiro[3.5]nonane-7-carbonyl)-5-azaspiro[3.4]octan